(1S,2S)-2-fluoro-N-(7-(6-((R)-1-hydroxy-2-(methylthio)ethyl)-4-methylpyridin-3-yl)-2,6-naphthyridin-3-yl)cyclopropane-1-carboxamide F[C@@H]1[C@@H](C1)C(=O)NC=1N=CC2=CC(=NC=C2C1)C=1C=NC(=CC1C)[C@H](CSC)O